P(O)(=O)(OP(=O)(O)OP(=O)(O)O)OC[C@@H]1[C@H]([C@H]([C@@H](O1)N1C(=O)NC(=O)C(=C1)C=O)O)O 5-formyl-uridine-5'-triphosphate